ClC=1C(=NC=CC1C1=C(C(=NC=C1)C1=CC=C2C(=CN(C2=C1)C)CNC[C@H]1NC(CC1)=O)Cl)C1=CC(=C(CNC[C@@H]2CCC(N2)=O)C=C1)OC (S)-5-(((4-(3,3'-Dichloro-2'-(1-methyl-3-(((((S)-5-oxopyrrolidin-2-yl)methyl)amino)methyl)-1H-indol-6-yl)-[4,4'-bipyridin]-2-yl)-2-methoxybenzyl)amino)methyl)pyrrolidin-2-one